C(#N)C(C(=O)O)=C(C1=CC=CC=C1)C1=CC=CC=C1 α-cyano-β,β-diphenyl-Acrylic Acid